Copper-vanadium [V].[Cu]